FC(C(=O)C=1C=CC(=NC1)N1CCC2(C(N3[C@H](O2)CC[C@H]3C3=CC=CC=C3)=O)CC1)F (5'S,7a'R)-1-[5-(difluoroacetyl)pyridin-2-yl]-5'-phenyltetrahydro-3'H-spiro[piperidine-4,2'-pyrrolo[2,1-b][1,3]oxazol]-3'-one